COC1=C(C(=CC=C1)OC)C1=CC=C(C=C1)N1N=NC(=C1)C=1C=C(C(=O)O)C=CC1 3-(1-(2',6'-dimethoxy-[1,1'-biphenyl]-4-yl)-1H-1,2,3-triazol-4-yl)benzoic acid